Cl.C(C1=CC=CC=C1)[NH+](CC=C)CC=C N-benzyl-N,N-diallylammonium hydrochloride